FC(C=1C=C(C=NC1)NC(=O)[N-]C1=C[N+](=NO1)CC1=NC=C(C=C1)C=1C(=NC=NC1)C(F)(F)F)(F)F ((5-(trifluoromethyl)pyridin-3-yl)carbamoyl)(3-((5-(4-(trifluoromethyl)pyrimidin-5-yl)pyridin-2-yl)methyl)-1,2,3-oxadiazol-3-ium-5-yl)amide